(4-cyclopropyl-6-methoxypyrimidin-5-yl)-5H-pyrido[3,2-c]pyridazin-6-one C1(CC1)C1=NC=NC(=C1C1=CC2=C(N=N1)C=CC(N2)=O)OC